CN(CC(C)NCC=1C=C2C=C(N(C2=CC1)CC(F)(F)F)C#CCNC=1C=CC(=NC1)C(C#N)(C)C)C 2-[5-({3-[5-({[1-(dimethylamino)-propan-2-yl]amino}methyl)-1-(2,2,2-trifluoroethyl)-1H-indol-2-yl]prop-2-yn-1-yl}amino)pyridin-2-yl]-2-methylpropanenitrile